ClC=1C=CC(=C(C1)C1=CC(=C(N=N1)C)NC1=CC(=NC=C1)NC(CCCN1CCN(CCC1)C)=O)F N-(4-{[6-(5-Chloro-2-Fluorophenyl)-3-Methylpyridazin-4-yl]Amino}Pyridin-2-yl)-4-(4-Methyl-1,4-Diazepan-1-yl)Butanamid